C(CCCCCCCCCCCC)NCCCCCCCCCCCCCCC tridecylpentadecylamine